Cl.NC=1C(=C(C=CC1)[C@H](O)[C@H]1NC2(CC1C2)C)F (S)-(3-Amino-2-fluorophenyl)((S)-1-methyl-2-azabicyclo[2.1.1]hexan-3-yl)methanol hydrochloride